COC=1C=C(C=CC1)N1N=CC=C1C(=O)OC methyl 1-(3-methoxyphenyl)-1H-pyrazole-5-carboxylate